C(C)(C)(C)OC(=O)N1CCC(CC1)C1=CC=C2C(=N1)CN(C2=O)C(C(=O)OC)CCC(=O)OC Dimethyl 2-(2-(1-(tert-butoxycarbonyl)piperidin-4-yl)-5-oxo-5H-pyrrolo[3,4-b]pyridin-6(7H)-yl)pentanedioate